BrCCN(C)CCBr 2-bromo-N-(2-bromoethyl)-N-methylethane-1-amine